CC=1C=C(C=CC1C)C=1NC(C=2N(C1)N=C(C2)C(=O)N[C@H](COC)C2=CC=CC=C2)=O 6-(3,4-Dimethylphenyl)-N-[(1S)-2-methoxy-1-phenylethyl]-4-oxo-4,5-dihydropyrazolo[1,5-a]-pyrazine-2-carboxamide